4-(difluoromethyl)bicyclo[2.2.2]octan-1-amine FC(C12CCC(CC1)(CC2)N)F